(1R,3S)-3-(5-amino-2H-pyrazol-3-yl)cyclopentyl N-isopropylcarbamate C(C)(C)NC(O[C@H]1C[C@H](CC1)C=1NN=C(C1)N)=O